distearyl-imidazolediamide C(CCCCCCCCCCCCCCCCC)NC(=O)C=1NC(=C(N1)C(=O)N)CCCCCCCCCCCCCCCCCC